BrCCCCCCC(CC)C 1-bromo-7-methylnonane